CC=1N(C=2C(=NC=C(C2)C=2C=CN3N=C(N=CC32)N[C@@H]3C[C@H](C3)N3CCOCC3)N1)C1CCOCC1 5-(2-methyl-1-(tetrahydro-2H-pyran-4-yl)-1H-imidazo[4,5-b]pyridin-6-yl)-N-(trans-3-morpholinocyclobutyl)pyrrolo[2,1-f][1,2,4]triazin-2-amine